C(CCCCCCCCCCC)N[C@@H](CCC(=O)O)C(=O)O.C(CCCCCCC)C(CCCCCCCCCCC)O octyldodecanol laurylglutamate